ClC=1C=C2C(=NC(=NC2=C(C1C1=CC(=CC2=CC=CC=C12)O)F)N1CC(C1)N(C)C)P1(C=CN(C=C1)CC1=C(C=C(C=C1)OC)OC)=O (R or S)-4-(6-chloro-2-(3-(dimethylamino)azetidin-1-yl)-8-fluoro-7-(3-hydroxynaphthalen-1-yl)quinazolin-4-yl)-1-(2,4-dimethoxybenzyl)-1,4-azaphosphine-4-oxide